OC1CCC(CC1)NC(C1=CC(=CC=C1)CN1C(C2=CC=C(C=C2C=C1)C1=CC=NN1C)=O)=O N-((1S,4S)-4-hydroxycyclohexyl)-3-((6-(1-methyl-1H-pyrazol-5-yl)-1-oxoisoquinolin-2(1H)-yl)methyl)benzamide